C(C)(C)(CC)C1CCC(CC1)=O 4-tert-Amyl-cyclohexanon